3-(1-((6-(phenylthio)pyridin-3-yl)methyl)-1H-pyrazol-4-yl)pyridin-2-amine C1(=CC=CC=C1)SC1=CC=C(C=N1)CN1N=CC(=C1)C=1C(=NC=CC1)N